ClC1=C(C=CC(=C1)C(F)(F)F)NC(CN1C=2N(C(C(=C1CC)N1CCNCC1)=O)N=C(N2)N2CC(C2)S(=O)(=O)C)=O N-(2-chloro-4-(trifluoromethyl)phenyl)-2-(5-ethyl-2-(3-(methylsulfonyl)azetidin-1-yl)-7-oxo-6-(piperazin-1-yl)-[1,2,4]triazolo[1,5-a]pyrimidin-4(7H)-yl)acetamide